FC=1C(=C(C=CC1F)[C@H]1[C@@H](O[C@@]([C@H]1C)(C(F)(F)F)C)C(=O)NC1=C(C(=NC=C1)C(=O)N)C)OC 4-[[(2R,3s,4s,5s)-3-(3,4-difluoro-2-methoxy-phenyl)-4,5-dimethyl-5-(trifluoromethyl)tetrahydrofuran-2-carbonyl]amino]-3-methyl-pyridine-2-carboxamide